N[C@H]1C[C@H](CC1)NC=1C=2N(N=CC1C(=NC1=C(C=CC(=C1)F)Cl)N)C=C(C2)C2=C(C=C(C=C2)CO)C 4-[[cis-3-aminocyclopentyl]amino]-N'-(2-chloro-5-fluoro-phenyl)-6-[4-(hydroxymethyl)-2-methyl-phenyl]pyrrolo[1,2-b]pyridazine-3-carboxamidine